(S)-2-((4-(7-((1-((4-acryloyl-1,4-diazepan-1-yl)sulfonyl)pyrrolidine-3-yl)methyl)-2,7-diazaspiro[3.5]nonan-2-yl)pyrimidin-5-yl)oxy)-5-fluoro-N,N-diisopropylbenzamide C(C=C)(=O)N1CCN(CCC1)S(=O)(=O)N1C[C@@H](CC1)CN1CCC2(CN(C2)C2=NC=NC=C2OC2=C(C(=O)N(C(C)C)C(C)C)C=C(C=C2)F)CC1